(2R)-2-(6-{5-chloro-2-[(1,4-oxazepin-6-yl)amino]pyrimidin-4-yl}-1-oxo-2,3-dihydro-1H-isoindol-2-yl)-N-[(1S)-2-hydroxy-1-(3-methylphenyl)ethyl]propionamide ClC=1C(=NC(=NC1)NC=1C=NC=COC1)C1=CC=C2CN(C(C2=C1)=O)[C@@H](C(=O)N[C@H](CO)C1=CC(=CC=C1)C)C